isopropyl-cyclopentadienyl-hafnium trichloride [Cl-].[Cl-].[Cl-].C(C)(C)[Hf+3]C1C=CC=C1